FC1=CC=C(C=C1)C=1OC2=C(C1C)C=CC=C2 2-(4-Fluorophenyl)-3-methylbenzofuran